C1=CC(=CC2SC3C=C(C=CC3NC12)C1=C(C=O)C=CC=C1)C1=C(C=O)C=CC=C1 4a,5a,9a,10a-tetrahydro-10H-phenothiazin-3,7-diyl-dibenzoaldehyde